C(C)OC(=O)C=1N=CSC1NC(=O)C1=CN(C2=CC=CC=C12)CC1=NC=CC=C1 5-[1-(pyridin-2-ylmethyl)-1H-indole-3-carboxamido]Thiazole-4-carboxylic acid ethyl ester